CC1(C(OC1)C1=C(C=CC=C1)OC)C 3,3-dimethyl-2-(o-methoxy-phenyl)oxetane